Cl[Si](N1[Si](N([Si]1(C)C)[Si](C)(C)Cl)(C)C)(C)C 1,3-bis(chloro-dimethylsilyl)-2,2,4,4-tetramethylcyclodisilazane